Cl.N1OC(CCO1)N1C(C2=CC=CC=C2C1=O)=O 2-(2,6-dioxapiperidin-3-yl)isoindolin-1,3-dione hydrochloride